FC1=C(C=C2C=C(C=NC2=C1)Br)C(C)N1C(C2=CC=CC=C2C1=O)=O 2-(1-(7-fluoro-3-bromo-6-quinolyl)ethyl)isoindole-1,3-dione